3-chloro-6-(1-methyl-1H-pyrazol-4-yl)-4-(6-(piperazin-1-yl)pyridin-3-yl)pyrazolo[1,5-a]pyridine ClC=1C=NN2C1C(=CC(=C2)C=2C=NN(C2)C)C=2C=NC(=CC2)N2CCNCC2